NCCCOC1=NC=NC(=C1C1=CC(=NN1)NC=1N=CC(=NC1)C#N)OC 5-({5-[4-(3-Aminopropoxy)-6-methoxypyrimidine-5-yl]-1H-pyrazole-3-yl}amino)pyrazine-2-carbonitrile